1-(8-fluoro-7-(8-fluoronaphthalen-1-yl)-2-((tetrahydro-1H-pyrrolizin-7a(5H)-yl)methoxy)pyrido[4,3-d]pyrimidin-4-yl)-3-(hydroxymethyl)piperidin-4-ol FC1=C(N=CC2=C1N=C(N=C2N2CC(C(CC2)O)CO)OCC21CCCN1CCC2)C2=CC=CC1=CC=CC(=C21)F